C(C)(C)(C)[Si](C)(C)OC1(CCC1)C=1SC(=C(N1)C)C1=NC(=NC=C1F)Cl tert-butyl-[1-[5-(2-chloro-5-fluoro-pyrimidin-4-yl)-4-methyl-thiazol-2-yl]cyclobutoxy]-dimethyl-silane